C(C)(C)C1C=C(CCC1)CCC1OCCO1 2-(2-(3-Isopropylcyclohex-1-en-1-yl)ethyl)-1,3-dioxacyclopentane